C(CCC)N1CC(=CC(C1)C)C1=CNC2=NC=CC=C21 3-(1-butyl-5-methyl-1,2,5,6-tetrahydropyridin-3-yl)-1H-pyrrolo[2,3-b]Pyridine